C1(=CC=CC=C1)C(=NCC=1C=NC=CC1)C1=CC=CC=C1 1,1-Diphenyl-N-(3-pyridylmethyl)methanimine